C12(CC3CC(CC(C1)C3)C2)COC(=O)OCCCCCCN(CCCCCCCC(=O)OC(CCCCCCCC)CCCCCCCC)CCO heptadecan-9-yl 8-((6-((((adamantan-1-yl)methoxy)carbonyl)oxy)hexyl)(2-hydroxyethyl)amino)octanoate